tert-butyl (2-(2-(2-(3-((4R,Z)-9-amino-4-((4-hydroxybenzyl)carbamoyl)-2,11,16-trioxo-1-phenyl-3,8,10,12,15-pentaazaoctadec-9-en-1-yl)phenoxy)ethoxy)ethoxy)ethyl)-carbamate N/C(/NCCC[C@@H](NC(C(C1=CC=CC=C1)C=1C=C(OCCOCCOCCNC(OC(C)(C)C)=O)C=CC1)=O)C(NCC1=CC=C(C=C1)O)=O)=N/C(NCCNC(CC)=O)=O